3-(7-amino-1-(3-chloro-4-(pyridin-2-ylmethoxy)phenyl)-1H-pyrazolo[4,3-d]pyrimidin-3-yl)-5,6-dihydropyridine-1(2H)-carboxylic acid tert-butyl ester C(C)(C)(C)OC(=O)N1CC(=CCC1)C1=NN(C2=C1N=CN=C2N)C2=CC(=C(C=C2)OCC2=NC=CC=C2)Cl